4,4-diaminodiphenylamine C1=CC(=CC=C1N)NC2=CC=C(C=C2)N